C(C)[C@@H]1N(C[C@H](N(C1)C(C)C1=CC2=C(N=C(S2)C)C=C1)CC)C=1C=2C(N(C(N1)=O)C)=CNN2 7-((2S,5R)-2,5-diethyl-4-(1-(2-methylbenzo[d]thiazol-6-yl)ethyl)piperazin-1-yl)-4-methyl-2,4-dihydro-5H-pyrazolo[4,3-d]pyrimidin-5-one